4-(1-piperazinyl)-1(2H)-phthalazinone N1(CCNCC1)C1=NNC(C2=CC=CC=C12)=O